NC=1C=C(C=CC1C(=O)OC)C1=CC(=CC=C1)N(C)C methyl 3-amino-3'-(dimethylamino)-[1,1'-biphenyl]-4-carboxylate